5-(1-Phenylazetidin-3-yl)-1,3-thiazole-4-carboxylic acid ethyl ester C(C)OC(=O)C=1N=CSC1C1CN(C1)C1=CC=CC=C1